(S)-3-((4-fluorobenzyl)(4-((4-methoxyphenyl)sulfonamido)naphthalen-1-yl)amino)butanoic acid FC1=CC=C(CN([C@H](CC(=O)O)C)C2=CC=C(C3=CC=CC=C23)NS(=O)(=O)C2=CC=C(C=C2)OC)C=C1